NC=1SC2=C(N1)C(=CC=C2F)C2=C(C=C1C(=NC(=NC1=C2F)OCC2(CC2)CN2CCOCC2)N2CCOC[C@@H](C2)NC(C=C)=O)Cl N-((6R)-4-(7-(2-amino-7-fluorobenzo[d]thiazol-4-yl)-6-chloro-8-fluoro-2-((1-(morpholinomethyl)cyclopropyl)methoxy)quinazolin-4-yl)-1,4-oxazepan-6-yl)acrylamide